beta-ALANYL-HISTAMINE N[C@@H](C)C(=O)C(CN)C1=CNC=N1